C1(CC1)OC(N[C@@H]1CC[C@H](CC1)C=1SC(=CN1)Br)=O trans-N-[4-(5-bromothiazol-2-yl)cyclohexyl]carbamic acid cyclopropyl ester